CC1=C(CNC(CN2N=C(C(=C2)C2=CC=NC3=CC=CC=C23)C2=NC(=CC=C2)C)=O)C(=CC=C1)C N-(2,6-dimethylbenzyl)-2-(3-(6-methylpyridin-2-yl)-4-(quinolin-4-yl)-1H-pyrazol-1-yl)acetamide